BrC1=C2C=NNC2=CC(=C1Cl)I 4-bromo-5-chloro-6-iodo-1H-indazole